CC1N(C(CCC1)C)S(=O)(=O)C1=CC=C(C=C1)NC(=O)NCC=1C=NC=CC1 1-[4-(2,6-dimethylpiperidine-1-sulfonyl)phenyl]-3-(pyridin-3-ylmethyl)urea